C1(CC1)C1=C(C=O)C=C(C(=C1)OC)OC 2-cyclopropyl-4,5-dimethoxybenzaldehyde